2-(1-(2-fluoro-4-nitrophenyl)-4-hydroxyazepan-4-yl)acetic acid tert-butyl ester C(C)(C)(C)OC(CC1(CCN(CCC1)C1=C(C=C(C=C1)[N+](=O)[O-])F)O)=O